FC1=CC=C(C=C1)N1N=C2C(=N1)C=C(C(=C2)N)C 2-(4-fluoro-phenyl)-6-methyl-2H-benzotriazole-5-ylamine